methyl 3-(2-(3-(3-chloro-5-(trifluoromethyl) pyridin-2-yl)-2-oxo-2,3-dihydrobenzoxazol-6-yloxy) propionylamino)-propionate ClC=1C(=NC=C(C1)C(F)(F)F)N1C(OC2=C1C=CC(=C2)OC(C(=O)NCCC(=O)OC)C)=O